7-bromo-5-fluoro-2-methylisoquinoline BrC1=CC(=C2C=CN(CC2=C1)C)F